N-(2-(4-[3-(4-chloro-phenyl)prop-2-ynyloxy]-3-methoxy-phenyl)ethyl)-2-ethanesulfonylamino-3-methylbutanamide ClC1=CC=C(C=C1)C#CCOC1=C(C=C(C=C1)CCNC(C(C(C)C)NS(=O)(=O)CC)=O)OC